C(C)(C)(C)N1N=CC(=C1)NC1=NC=C(C(=N1)NCC1=C(C=CC=C1F)CC)C(=O)N 2-((1-tert-butyl-1H-pyrazol-4-yl)amino)-4-((2-ethyl-6-fluorobenzyl)amino)pyrimidin-5-carboxamide